difluoromethyl (S)-2-(3-aminoprop-1-yn-1-yl)-4-(4-(2-(4-(4-chlorophenyl)-2,3,9-trimethyl-6H-thieno[3,2-f][1,2,4]triazolo[4,3-a][1,4]diazepin-6-yl)acetamido)butanamido)benzoate NCC#CC1=C(C(=O)OC(F)F)C=CC(=C1)NC(CCCNC(C[C@H]1C=2N(C3=C(C(=N1)C1=CC=C(C=C1)Cl)C(=C(S3)C)C)C(=NN2)C)=O)=O